N-Pentyl-2-benzothiazolyl-sulfenamide C(CCCC)NSC=1SC2=C(N1)C=CC=C2